2-(4-chloro-3-fluorophenoxy)-N-{(3S)-4-[2-(4-chloro-3-methoxyphenoxy)acetamido]-3-hydroxybicyclo[2.2.2]octan-1-yl}acetamide ClC1=C(C=C(OCC(=O)NC23C[C@@H](C(CC2)(CC3)NC(COC3=CC(=C(C=C3)Cl)OC)=O)O)C=C1)F